6-(2-Methoxyethoxy)-2-methyl-5-nitro-indazole COCCOC=1C(=CC2=CN(N=C2C1)C)[N+](=O)[O-]